1-bromo-4-ethoxy-2,3-difluoro-benzene BrC1=C(C(=C(C=C1)OCC)F)F